1-(2,4-difluoro-5-(2-(methylsulfonyl)ethoxy)phenyl)piperazine Hydrochloride Cl.FC1=C(C=C(C(=C1)F)OCCS(=O)(=O)C)N1CCNCC1